NC1=C2N=CN(C2=NC=N1)C[C@@H](C)OCP(OCCOCCCCCCCCCC1=CC=C(C=C1)C#CC(C)(C)C)(O)=O 2-((9-(4-(3,3-dimethylbut-1-yn-1-yl)phenyl)nonyl)oxy)ethyl hydrogen ((((R)-1-(6-amino-9H-purin-9-yl)propan-2-yl)oxy)methyl)phosphonate